COC(=O)Cl.C(C)(C)(C)OC(=O)N1CC2(CC2C1)C(=O)O 3-tert-Butoxy-carbonyl-3-azabicyclo-[3.1.0]hexane-1-carboxylic acid methyl-chloroformate